C(CCCCC(=O)OCCCCCC(C)C)(=O)OCCCCCC(C)C di-i-octyl adipate